2-[4-(10H-phenoxazin-10-yl)phenyl]-4,6-diphenyl-triazin C1=CC=CC=2OC3=CC=CC=C3N(C12)C1=CC=C(C=C1)N1NC(=CC(=N1)C1=CC=CC=C1)C1=CC=CC=C1